NC=1SC(=C(C1C(=O)OC)C)C(NC1=C(C=CC=C1)OC)=O Methyl 2-amino-5-[(2-methoxyphenyl)carbamoyl]-4-methylthiophene-3-carboxylate